2-chloro-5-fluoro-pyrimidine ClC1=NC=C(C=N1)F